1,3-dimethylbutyl butyrate C(CCC)(=O)OC(CC(C)C)C